(7-bromo-3-oxo-1H-imidazo[1,5-a]indol-2(3H)-yl)piperidine-2,6-dione BrC1=CC=2C=C3N(C2C=C1)C(N(C3)N3C(CCCC3=O)=O)=O